C(#N)C=1C(=NC(=CN1)NC1=NNC(=C1)OC(F)F)OC1CCN(CC1)C(=O)OC(C)(C)C tert-butyl 4-((3-cyano-6-((5-(difluoromethoxy)-1H-pyrazol-3-yl)amino)pyrazin-2-yl)oxy)piperidine-1-carboxylate